1-Dodecyl-azacycloheptan-2-one C(CCCCCCCCCCC)N1C(CCCCC1)=O